1-methyl-4-(piperidin-4-ylmethyl)piperazine CN1CCN(CC1)CC1CCNCC1